3-[5-[1-[[3-(chloromethyl)phenyl]methyl]-4-hydroxy-4-piperidyl]-1-oxo-isoindolin-2-yl]piperidine-2,6-dione ClCC=1C=C(C=CC1)CN1CCC(CC1)(O)C=1C=C2CN(C(C2=CC1)=O)C1C(NC(CC1)=O)=O